3-(2-benzoyloxyethoxy)propanoic acid C(C1=CC=CC=C1)(=O)OCCOCCC(=O)O